C1(CC1)C=1C(=C2C=NN(C2=CC1C)C1OCCCC1)B1OC(C(O1)(C)C)(C)C 5-cyclopropyl-6-methyl-1-(tetrahydro-2H-pyran-2-yl)-4-(4,4,5,5-tetramethyl-1,3,2-dioxaborolan-2-yl)-1H-indazole